OC1=CC=C(C=C1)C(C#N)(C1=CC=C(C=C1)C)C1=C(C=C2C(=C(NC2=C1)C)C)OC 2-(4-Hydroxyphenyl)-2-(5-methoxy-2,3-dimethyl-1H-indol-6-yl)-2-(p-tolyl)acetonitrile